12-butynoyloxy-9-octadecenate C(C#CC)(=O)OC(CC=CCCCCCCCC(=O)[O-])CCCCCC